Ethyl 5-(2-chloro-5-(isobutyrylaminomethyl) benzoylamino)-1-(methoxymethyl)-1H-indole-2-carboxylate ClC1=C(C(=O)NC=2C=C3C=C(N(C3=CC2)COC)C(=O)OCC)C=C(C=C1)CNC(C(C)C)=O